dichlorobiphenyl C1=CC=C(C=C1)C2=C(C(=CC=C2)Cl)Cl